FC=1C=CC=2N3N=CC=4C(=NC(COCC#CCOC2C1)=NC34)O 5-fluoro-8,13-dioxa-1,16,20,22-tetrazatetracyclo[13.5.2.02,7.018,21]docosa-2(7),3,5,15(22),16,18(21),19-heptaen-10-yn-17-ol